tert-butyl 4-(5-(2-((2-chloro-4-(trifluoromethyl)phenyl)amino)-2-oxoethyl)-6-ethyl-8-oxo-2-(prop-1-yn-1-yl)-5,8-dihydropyrido[2,3-b]pyrazin-7-yl)piperazine-1-carboxylate ClC1=C(C=CC(=C1)C(F)(F)F)NC(CN1C(=C(C(C=2C1=NC=C(N2)C#CC)=O)N2CCN(CC2)C(=O)OC(C)(C)C)CC)=O